CN(C(=O)C1CCN(CC1)C(=O)C1=NNC(=C1)C1=CC=NC=C1)CC(C)C N-methyl-N-(2-methylpropyl)-1-[5-(pyridin-4-yl)-1H-pyrazole-3-carbonyl]piperidine-4-carboxamide